5-(2-(tert-butoxycarbonyl)-2,7-diazaspiro[3.5]non-7-yl)picolinic acid C(C)(C)(C)OC(=O)N1CC2(C1)CCN(CC2)C=2C=CC(=NC2)C(=O)O